Nα-acetyl-dimethylarginine C(C)(=O)N([C@@](CCCNC(N)=N)(C(=O)O)C)C